((S)-4-acryloyl-3-(cyanomethyl)piperazin-1-yl)-7-(2-amino-6-fluorophenyl)-6-chloro-1-(2-isopropyl-4-methylpyridin-3-yl)-2-oxo-1,2-dihydro-1,8-naphthyridine-3-carbonitrile C(C=C)(=O)N1[C@H](CN(CC1)C1=C(C(N(C2=NC(=C(C=C12)Cl)C1=C(C=CC=C1F)N)C=1C(=NC=CC1C)C(C)C)=O)C#N)CC#N